(E)-2-((2-((2,6-dimethyldocosa-2,6-dien-8-yl)oxy)-2-oxoethyl)disulfaneyl)acetic acid CC(C)=CCC\C(=C\C(CCCCCCCCCCCCCC)OC(CSSCC(=O)O)=O)\C